C(C)(C)(C)N1C=C(C=2C1=NC(=CC2)C(=O)N2CC1(C2)COCC1)C1=CC(=C(C=C1)Cl)F (1-(tert-butyl)-3-(4-chloro-3-fluorophenyl)-1H-pyrrolo[2,3-b]pyridin-6-yl)(6-oxa-2-azaspiro[3.4]octan-2-yl)methanone